5-[(1S)-1-(benzyloxy)ethyl]-1,3,4-oxadiazol-2(3H)-one C(C1=CC=CC=C1)O[C@@H](C)C1=NNC(O1)=O